FC(OC1=NC=CC=C1C1=CN2C(S1)=C(C=N2)C(=O)N)(F)F 2-(2-(trifluoromethoxy)pyridin-3-yl)pyrazolo[5,1-b]Thiazole-7-carboxamide